bromoisopropyl-ferrocene tert-butyl-(4-methoxybenzyl)(4-{[(2R,3S)-2-(methylsulfonyl)-4-oxo-1-{[(1R)-1-phenylethyl]carbamoyl}azetidin-3-yl]methyl}pyridin-2-yl)carbamate C(C)(C)(C)OC(N(C1=NC=CC(=C1)C[C@@H]1[C@H](N(C1=O)C(N[C@H](C)C1=CC=CC=C1)=O)S(=O)(=O)C)CC1=CC=C(C=C1)OC)=O.BrC=1[C-](C=CC1)C(C)C.[CH-]1C=CC=C1.[Fe+2]